COC1=CC(NN=C1)=O 5-methoxypyridazin-3(2H)-one